C(CCCCCCCCCCC)\C(=C(\C1=CC=CC=C1)/S\C(=C(/CCCCCCCCCCCC)\C1=CC=CC=C1)\C1=CC=CC=C1)\C1=CC=CC=C1 (E)-dodecyl-1,2-diphenylvinyl sulfide